OCC1(CC(NCC1)=O)C(=O)NC 4-(hydroxymethyl)-N-methyl-2-oxopiperidine-4-carboxamide